ClC1=NC=C(C(=N1)NC=1C(=CSC1)C(=O)OC)Cl methyl 4-((2,5-dichloropyrimidin-4-yl)amino)thiophene-3-carboxylate